C(C)OC1=CC(=C(C(=N1)[N+](=O)[O-])N)C 6-ethoxy-4-methyl-2-nitropyridin-3-amine